COC1=C(N=C2C(=N1)NC(=N2)C(F)(F)F)NC2=CC=C(C=C2)OC 6-METHOXY-N-(4-METHOXYPHENYL)-2-(TRIFLUOROMETHYL)-1H-IMIDAZO[4,5-B]PYRAZIN-5-AMINE